CC1=NN(C(=C1CCC(=O)N1CCN(CC1)CC1=C(C=C(C=C1)C1=NN=NN1)F)C)C=1C=CC=2N(N1)C(=NN2)C(F)(F)F 3-(3,5-Dimethyl-1-(3-(trifluoromethyl)-[1,2,4]triazolo[4,3-b]pyridazin-6-yl)-1H-pyrazol-4-yl)-1-(4-(2-fluoro-4-(1H-tetrazol-5-yl)benzyl)piperazin-1-yl)propan-1-one